F[C@@H]1CC=2N(N=C(C2)C2=CC=C(C=C2)F)C1 (R)-5-fluoro-2-(4-fluorophenyl)-5,6-dihydro-4H-pyrrolo[1,2-b]Pyrazole